4-(Piperidin-1-yl)butanoic acid hydrochloride Cl.N1(CCCCC1)CCCC(=O)O